3,4-dichloro-N-((3S,4R)-1-(5-(2-hydroxypropan-2-yl)thiazol-2-yl)-3-methoxypiperidin-4-yl)-5-methyl-1H-pyrrole-2-carboxamide ClC1=C(NC(=C1Cl)C)C(=O)N[C@H]1[C@H](CN(CC1)C=1SC(=CN1)C(C)(C)O)OC